bis{3,5-difluoro-2-[5-(trifluoromethyl)pyridin-2-yl]phenyl}iridium (1+) hexafluorophosphate F[P-](F)(F)(F)(F)F.FC=1C(=C(C=C(C1)F)[Ir+]C1=C(C(=CC(=C1)F)F)C1=NC=C(C=C1)C(F)(F)F)C1=NC=C(C=C1)C(F)(F)F